ClC1=C(CNC(OC2=CC=C(C=C2)[N+](=O)[O-])=O)C=CC=C1 4-nitrophenyl (2-chlorobenzyl)carbamate